(chloro)tungsten Benzyl-(2S,5S)-5-[[4-(7-chloro-6-cyano-1H-indol-3-yl)-5-(trifluoromethyl)pyrimidin-2-yl]amino]-2-methyl-piperidine-1-carboxylate C(C1=CC=CC=C1)OC(=O)N1[C@H](CC[C@@H](C1)NC1=NC=C(C(=N1)C1=CNC2=C(C(=CC=C12)C#N)Cl)C(F)(F)F)C.Cl[W]